1-[2-ethyl-5-(1-methyl-1H-pyrazol-4-yl)benzenesulfonyl]-8-methyl-1,2,3,4-tetrahydroquinoline C(C)C1=C(C=C(C=C1)C=1C=NN(C1)C)S(=O)(=O)N1CCCC2=CC=CC(=C12)C